C1=CC=CC2=C1CCCCC2=O 6,7,8,9-tetrahydro-5H-benzo[7]annulen-5-one